C(#N)C1=C(C=C(C=N1)N1C(N(C2(CCC2)C1=O)C1=CC(=C(C(=O)OCC)C=C1)F)=S)C(F)(F)F ethyl 4-(7-(6-cyano-5-(trifluoromethyl) pyridin-3-yl)-8-oxo-6-thioxo-5,7-diazaspiro[3.4]oct-5-yl)-2-fluorobenzoate